C(#N)[C@H](C[C@H]1C(NCC1)=O)NC([C@H](CC(C)C)NC(=O)C=1NC2=CC=CC(=C2C1)F)=O (2S)-N-[(1S)-1-cyano-2-[(3S)-2-oxopyrrolidin-3-yl]ethyl]-2-[(4-fluoro-1H-indol-2-yl)-formamido]-4-methylpentanamide